CN(CC=CC(=O)N1CC2N(C(C1)C2)C(=O)C=2SC(=CC2)C)C 4-(dimethylamino)-1-(6-(5-methylthiophene-2-carbonyl)-3,6-diazabicyclo[3.1.1]heptan-3-yl)but-2-en-1-one